sulpholene S1(=O)(=O)CC=CC1